ethyl-oxylaluminum C(C)[Al]O